vanillin 2,4-dinitrophenylhydrazone [N+](=O)([O-])C1=C(C=CC(=C1)[N+](=O)[O-])NN=CC1=CC(OC)=C(O)C=C1